FC=1C=C(C=NC1)CN1[C@@H](CCN2C1=NC(=CC2=O)N2[C@@H](COCC2)C)C(F)(F)F (S)-9-(5-Fluoropyridin-3-ylmethyl)-2-((R)-3-methylmorpholin-4-yl)-8-trifluoromethyl-6,7,8,9-tetrahydro-pyrimido[1,2-a]-pyrimidin-4-one